FC1=C(CN2N=C3C(N=NN(C3=O)C3CCOCC3)=C2C#N)C=CC=C1 6-(2-fluorobenzyl)-4-oxo-3-(tetrahydro-2H-pyran-4-yl)-4,6-dihydro-3H-pyrazolo[4,3-d][1,2,3]triazine-7-carbonitrile